ClC1=CC=C(C=C1)[C@@H](C(=O)N1CCN(CC1)C=1C2=C(N=CN1)[C@@H](C[C@H]2C)O)CN2CCOCC2 (R)-2-(4-chlorophenyl)-1-(4-((5R,7R)-7-hydroxy-5-methyl-6,7-dihydro-5H-cyclopenta[d]pyrimidin-4-yl)piperazin-1-yl)-3-morpholinopropan-1-one